9-(2-amino-6-(3,3-difluorocyclobutoxy)pyrimidin-4-yl)-1-(3,4-difluorophenyl)-1,9-diazaspiro[5.5]undecan-2-one NC1=NC(=CC(=N1)N1CCC2(CCCC(N2C2=CC(=C(C=C2)F)F)=O)CC1)OC1CC(C1)(F)F